BrC1=C(C2=C(C(OC2)(C)C)C=C1)F 5-bromo-4-fluoro-1,1-dimethyl-3H-2-benzofuran